BrC=1C=NNC1C(=O)NN=CC=1SC=CC1 4-bromo-N-(thiophen-2-ylmethylideneamino)-1H-pyrazole-5-carboxamide